1-(5-((4-(5-methylthiophen-3-yl)piperidin-1-yl)methyl)-1-oxoisoindolin-2-yl)dihydropyrimidine-2,4(1H,3H)-dione CC1=CC(=CS1)C1CCN(CC1)CC=1C=C2CN(C(C2=CC1)=O)N1C(NC(CC1)=O)=O